1-(3-(7-Bromo-1-(cyclopropylmethyl)-5-(4-(5-fluoro-3-methoxypyridin-2-yl)piperazine-1-carbonyl)-1H-indol-2-yl)-5,6-dihydropyridin-1(2H)-yl)-3-(1H-1,2,3-triazol-1-yl)propan-1-one BrC=1C=C(C=C2C=C(N(C12)CC1CC1)C=1CN(CCC1)C(CCN1N=NC=C1)=O)C(=O)N1CCN(CC1)C1=NC=C(C=C1OC)F